CC1=C(CSC2=C(C=CC=C2)Br)C=CC(=C1)C 2-(2,4-dimethylbenzylthio)bromobenzene